C1=C(C=CC2=CC=CC=C12)C1=NC2=CC=CC=C2C(N1)=O 2-(naphthalene-2-yl)-quinazolin-4(3H)-one